CC1=CC=CC(=N1)C(=O)NC=1SC=C(N1)C 6-methyl-N-(4-methylthiazol-2-yl)picolinamide